3,5-dichloro-N-(2-(fluoromethyl)-8-methyl-4-oxo-3-(2-(trifluoromethyl)benzyl)-3,4-dihydroquinazolin-5-yl)-4-hydroxybenzamide ClC=1C=C(C(=O)NC2=C3C(N(C(=NC3=C(C=C2)C)CF)CC2=C(C=CC=C2)C(F)(F)F)=O)C=C(C1O)Cl